C1(CC1)C(=O)NC1=CC(=C(N=N1)C(=O)NC([2H])([2H])[2H])NC1=C(C(=CC=C1)C1=NC(=NS1)C)OC 6-cyclopropaneamido-4-{[2-methoxy-3-(3-methyl-1,2,4-thiadiazol-5-yl)phenyl]amino}-N-(2H3)methylpyridazine-3-carboxamide